C(CCCCCCCCCCCCCCCCCCCCCCC)(=O)OCCCCCCCC\C=C/CCCCCCCC oleyl lignocerate